(3R,4S)-3-(bromomethyl)-4-hydroxypyrrolidine-1-carboxylic acid tert-butyl ester C(C)(C)(C)OC(=O)N1C[C@H]([C@@H](C1)O)CBr